C(CCCNCCCCCNCCCCNCCCCCNCCCC(=O)N)(=O)N 5,11,16,22-tetraazahexacosanediamide